(1R,3S,5R)-2-(2-(3-acetyl-7-methyl-5-(2-methylpyrimidin-5-yl)-1H-pyrazolo[3,4-c]pyridin-1-yl)acetyl)-N-(6-bromo-5-fluoropyridin-2-yl)-5-methyl-2-azabicyclo[3.1.0]hexane-3-carboxamide C(C)(=O)C1=NN(C2=C(N=C(C=C21)C=2C=NC(=NC2)C)C)CC(=O)N2[C@@H]1C[C@@]1(C[C@H]2C(=O)NC2=NC(=C(C=C2)F)Br)C